BrC1=CC=CC=2N=C(SC21)C2=CC=CC=C2 7-bromo-2-phenylbenzo[d]thiazole